(2Z,6Z,10Z)-3,7,11,15-Tetramethyl-2,6,10,14-hexadecatetraenal C/C(=C/C=O)/CC\C=C(/CC\C=C(/CCC=C(C)C)\C)\C